C1(CCCCC1)C(C)N=C=O 1-cyclohexyl-ethyl isocyanate